3-(2,4-dimethylphenyl)sulfonyl-8-iodo-4H-triazolo[1,5-a]quinazolin-5-one CC1=C(C=CC(=C1)C)S(=O)(=O)C=1N=NN2C1NC(C1=CC=C(C=C21)I)=O